3-bromo-N-(1,1-dimethylethyl)androsta-3,5-diene-17β-carboxamide BrC1=CC2=CC[C@H]3[C@@H]4CC[C@@H]([C@@]4(C)CC[C@@H]3[C@]2(CC1)C)C(=O)NC(C)(C)C